BrC1=C(C=CC=C1)C1NC2=CC=CC=C2C(N1)=O 2-(2-bromophenyl)-2,3-dihydroquinazolin-4(1H)-one